COC(C1=C(C(=CC(=C1)F)C\C=C\C)O)=O (E)-3-(but-2-en-1-yl)-5-fluoro-2-hydroxybenzoic acid methyl ester